OCCOCCOCCO ethylene glycol di(hydroxyethyl) ether